NC1=C(C=CC(=C1F)NCC1=CC=C(C=C1)OC(F)(F)F)NC(CCC#C)=O N-(2-amino-3-fluoro-4-((4-(trifluoromethoxy)benzyl)amino)phenyl)pent-4-ynamide